lithium-iron-manganese phosphate P(=O)([O-])([O-])[O-].[Mn+2].[Fe+2].[Li+]